5-fluoro-N-isobutyl-1H-indole-2-carboxamide FC=1C=C2C=C(NC2=CC1)C(=O)NCC(C)C